5-(aminosulfonyl)-4-chloro-2-[(2-furyl-methyl)amino]Benzoic acid NS(=O)(=O)C=1C(=CC(=C(C(=O)O)C1)NCC=1OC=CC1)Cl